4-(2-(4-fluorobenzamido)-N-methyl-3-phenylpropanamido)benzene-1-sulfonyl chloride FC1=CC=C(C(=O)NC(C(=O)N(C)C2=CC=C(C=C2)S(=O)(=O)Cl)CC2=CC=CC=C2)C=C1